C(C)(C)(C)C1=C(C(=CC(=C1)C)CC1=C(C(=CC(=C1)C)C(C)(C)C)O)C=1C(=C(C(=O)O)C=CC1C(=O)O)C1=C(C=C(C=C1CC1=C(C(=CC(=C1)C)C(C)(C)C)O)C)C(C)(C)C.C(CO)O ethylene glycol bis[2-tert-butyl-4-methyl-6-(2-hydroxy-3-tert-butyl-5-methylbenzyl)phenyl]terephthalate